C[C@H]1[C@@H](CN(C1)CC1=CC=C(C=C1)C(F)(F)F)C=1NC(C2=C(N1)N(N=C2)C2CCOCC2)=O 6-{(3S,4S)-4-methyl-1-[4-(trifluoromethyl)benzyl]pyrrolidin-3-yl}-1-(tetrahydro-2H-pyran-4-yl)-1,5-dihydro-4H-pyrazolo[3,4-d]pyrimidin-4-one